HYDROXYSULFID OSO